tert-butyl 2-((3-bromo-2-cyanophenyl) carbamoyl)-1-methyl-1,4,6,7-tetrahydro-5H-imidazo[4,5-c]pyridine-5-carboxylate BrC=1C(=C(C=CC1)NC(=O)C=1N(C2=C(CN(CC2)C(=O)OC(C)(C)C)N1)C)C#N